C(C)(=O)N1C(C(C(C2=CC(=CC=C12)C(=O)[O-])N1N=NC(=C1)C1=CC=CC=C1)C)CC 1-acetyl-2-ethyl-3-methyl-4-(4-phenyl-1H-1,2,3-triazol-1-yl)-1,2,3,4-tetrahydroquinoline-6-carboxylate